OC(C(NC(C=C)=O)O)NC(C=C)=O N,N'-1,2-Dihydroxyethylen-bisacrylamid